BrC=1C(=C2C(=NC1)N(CC21CCC(CC1)O)CC1=CC=C(C=C1)OC)Cl (1r,4r)-5'-bromo-4'-chloro-1'-(4-methoxybenzyl)-1',2'-dihydrospiro[cyclohexane-1,3'-pyrrolo[2,3-b]pyridine]-4-ol